ClCC(=O)C1CC(=NC=C1)OC 2-chloro-1-(2-methoxy-3,4-dihydropyridin-4-yl)ethanone